FC1=CC=C(C=C1)C(C(=C)C)O (4-fluorophenyl)-2-methylprop-2-en-1-ol